C[C@H]1N(CCNC1)C(=O)OC(C)(C)C Tert-butyl (2R)-2-methylpiperazine-1-carboxylate